4-{4-amino-7-methyl-6-[1-(prop-2-enoyl)pyrrolidin-3-yl]-7H-pyrrolo[2,3-d]pyrimidin-5-yl}-N-(pyridin-2-yl)benzamide NC=1C2=C(N=CN1)N(C(=C2C2=CC=C(C(=O)NC1=NC=CC=C1)C=C2)C2CN(CC2)C(C=C)=O)C